(S*)-N-((1H-pyrrolo[3,2-c]pyridine-2-yl)methyl)-2-(5-(((R)-1-(dibenzo[b,d]furan-2-yl)ethyl)amino)-2-(2-fluorophenyl)-6-oxopyrimidin-1(6H)-yl)propenamide N1C(=CC=2C=NC=CC21)CNC(C(=C)N2C(=NC=C(C2=O)N[C@H](C)C2=CC1=C(OC3=C1C=CC=C3)C=C2)C2=C(C=CC=C2)F)=O